N-(1-ethyl-3-methyl-pyrazol-4-yl)-1,2-dimethyl-5-[7-[(3R)-3-methyl-3,4-dihydro-1H-isoquinoline-2-carbonyl]-1,2,3,4-tetrahydroisoquinolin-6-yl]-N-phenyl-pyrrole-3-carboxamide C(C)N1N=C(C(=C1)N(C(=O)C1=C(N(C(=C1)C=1C=C2CCNCC2=CC1C(=O)N1CC2=CC=CC=C2C[C@H]1C)C)C)C1=CC=CC=C1)C